1-(5-(Chloromethyl)pyrazin-2-yl)dihydropyrimidine-2,4(1H,3H)-dione ClCC=1N=CC(=NC1)N1C(NC(CC1)=O)=O